OCC(CCC(CO)=O)=O 1,6-dihydroxy-2,5-dioxo-hexane